bromo-2,3,4,6-tetra-O-acetyl-α-D-glucose Br[C@@]1(O)[C@H](OC(C)=O)[C@@H](OC(C)=O)[C@H](OC(C)=O)[C@H](O1)COC(C)=O